4-amino-N-(methoxyethyl)aniline NC1=CC=C(NCCOC)C=C1